trans-rac-(3R,4R)-3-{[(benzyloxy)carbonyl]amino}-4-hydroxypiperidine-1-carboxylic acid tert-butyl ester C(C)(C)(C)OC(=O)N1C[C@H]([C@@H](CC1)O)NC(=O)OCC1=CC=CC=C1 |r|